(3R)-3-[[(1,1-dimethylethoxy)carbonyl]amino]piperidine CC(C)(OC(=O)N[C@H]1CNCCC1)C